2-amino-6-chloro-1-(3-methoxy-2,6-dimethylphenyl)-1H-pyrrole NC=1N(C=CC1)C1C(=C(C=CC1(C)Cl)OC)C